1-[2-fluoro-4-(4-{[(3-methoxyphenyl)methyl]carbamoyl}-1H-1,2,3-triazol-1-yl)butyl]-N-{[4-(trifluoromethyl)pyridin-2-yl]methyl}-1H-1,2,3-triazole-4-carboxamide FC(CN1N=NC(=C1)C(=O)NCC1=NC=CC(=C1)C(F)(F)F)CCN1N=NC(=C1)C(NCC1=CC(=CC=C1)OC)=O